ClC=1C=C(C=CC1Cl)[C@@H](CN(C)C)NS(=O)(=O)C1=CC=C(C=C1)OC1=CC=C(C=C1)C(F)(F)F (S)-N-(1-(3,4-dichlorophenyl)-2-(dimethylamino)ethyl)-4-(4-(trifluoromethyl)phenoxy)benzenesulfonamide